NC=1C(=NC(=C(N1)F)C=1C=CC2=C([C@@H](CO2)N(C)C)C1)C=1C=C2CCNC(C2=C(C1)F)=O (S)-6-(3-amino-6-(3-(dimethylamino)-2,3-dihydrobenzofuran-5-yl)-5-fluoropyrazin-2-yl)-8-fluoro-3,4-dihydroisoquinolin-1(2H)-one